2-hydroxy-4-decyloxy-5-nitrobenzophenone OC1=C(C(=O)C2=CC=CC=C2)C=C(C(=C1)OCCCCCCCCCC)[N+](=O)[O-]